3-(3-bromo-1-(3-chloro-2-pyridinyl)-1H-pyrazol-5-yl)propiolic acid ethyl ester C(C)OC(C#CC1=CC(=NN1C1=NC=CC=C1Cl)Br)=O